(1R,3S)-3-(1-(tert-butyl)-5-((7-methyl-1,1-dioxido-2,3-dihydrobenzo[b]thiophen-4-yl)amino)-1H-pyrazol-3-yl)cyclopentyl isopropylcarbamate C(C)(C)NC(O[C@H]1C[C@H](CC1)C1=NN(C(=C1)NC1=CC=C(C=2S(CCC21)(=O)=O)C)C(C)(C)C)=O